1,2-dimethylbutylenediamine CC(C(CCN)C)N